C(C(C)(C)C)(=O)OCN1C=CC2=C1N=CN=C2C=2C=NN(C2)[C@H](CC#N)C2CCCC2 |r| racemic-(4-(1-(2-Cyano-1-cyclopentylethyl)-1H-pyrazol-4-yl)-7H-pyrrolo[2,3-d]pyrimidin-7-yl)methyl pivalate